Cl.NCC(=O)C1=CC=C(C=C1)O 2-amino-4'-hydroxyacetophenone hydrochloride